N-[1-[5-chloro-2-[(1-methylpyrazol-4-yl)amino]pyrimidin-4-yl]-3-methyl-indol-5-yl]prop-2-enamide ClC=1C(=NC(=NC1)NC=1C=NN(C1)C)N1C=C(C2=CC(=CC=C12)NC(C=C)=O)C